FC1=C(C=CC(=C1)F)C1=CNC=2N=C(N=C(C21)OC)NC2=CC=C(C=C2)CN2CCN(CC2)CC 5-(2,4-difluorophenyl)-N-(4-((4-ethylpiperazin-1-yl)methyl)phenyl)-4-methoxy-7H-pyrrolo[2,3-d]pyrimidin-2-amine